C(C)(C)(C)N(C(O)=O)C1=CC=C(C=C1)CNC(C1=C(C(=C(C=C1)F)F)NC1=C(C=C(C=C1)I)F)=O.NC1=CC=C(CNC(C2=C(C(=C(C=C2)F)F)NC2=C(C=C(C=C2)I)F)=O)C=C1 N-(4-Aminobenzyl)-3,4-difluoro-2-((2-fluoro-4-iodophenyl)amino)benzamide tert-Butyl-(4-((3,4-difluoro-2-((2-fluoro-4-iodophenyl)amino)benzamido)methyl)phenyl)carbamate